C(C1=CC=CC=C1)OC(=O)NC=1C(=C(C=CC1)[C@]1(N/C(/N(C(C1)=O)C1CC2(COC2)C1)=N\C(OC(C)(C)C)=O)C)Cl tert-Butyl (NE)-N-{(4S)-4-[3-(benzyloxycarbonylamino)-2-chlorophenyl]-4-methyl-1-(2-oxaspiro[3.3]heptan-6-yl)-6-oxohexahydropyrimidin-2-ylidene}carbamate